NC1=CC=CC(=N1)S(=O)(=O)NC(=O)C=1C(=NC(=CC1)C1CCC(CC1)C)OC1=C(C=C(C=C1C)C)C N-[(6-Amino-2-pyridyl)sulfonyl]-6-(4-methylcyclohexyl)-2-(2,4,6-trimethylphenoxy)pyridin-3-carboxamid